8,19-diethyl-7,20-dimethyl-12,15-dioxa-9,18-dithiahexacosane-6,21-dione C(C)C(C(C(CCCCC)=O)C)SCCOCCOCCSC(C(C(CCCCC)=O)C)CC